2-(2,5-difluorobenzyl)-1-oxo-2,8-diazaspiro[4.5]decane-8-carboxylic acid tert-butyl ester C(C)(C)(C)OC(=O)N1CCC2(CCN(C2=O)CC2=C(C=CC(=C2)F)F)CC1